OCCSCCCC1=CC2=C(N(C(N2C)=O)C2C(NC(CC2)=O)=O)C=C1 3-[5-[3-(2-hydroxyethylsulfanyl)propyl]-3-methyl-2-oxo-benzimidazol-1-yl]piperidine-2,6-dione